5-(9-tert-butoxycarbonyl-tetracyclo[6.2.1.13,6.02,7]-dodecane-4-yloxycarbonyl)-bicyclo[2.2.1]hept-2-ene C(C)(C)(C)OC(=O)C1C2C3C4CC(C(C3C(C1)C2)C4)OC(=O)C4C2C=CC(C4)C2